behenyl sebacate (dibehenyl sebacate) C(CCCCCCCCCCCCCCCCCCCCC)C(C(=O)O)(CCCCCCCC(=O)O)CCCCCCCCCCCCCCCCCCCCCC.C(CCCCCCCCC(=O)O)(=O)OCCCCCCCCCCCCCCCCCCCCCC